1,4,7,10-tetraazadodecane tetraacetate C(C)(=O)O.C(C)(=O)O.C(C)(=O)O.C(C)(=O)O.NCCNCCNCCNCC